2,6-dimesitylthiophenolate C1(=C(C(=CC(=C1)C)C)C1=C(C(=CC=C1)C1=C(C=C(C=C1C)C)C)[S-])C